1-cyclopropyl-3,3,5-trimethyl-8-[[(1R)-1-[3-(1,1-difluoro-2-hydroxy-2-methyl-propyl)phenyl]ethyl]amino]pyrrolo[2,3-g]phthalazin-2-one C1(CC1)N1C(C(C=2C1=CC=1C(=NN=C(C1C2)C)N[C@H](C)C2=CC(=CC=C2)C(C(C)(C)O)(F)F)(C)C)=O